FC1=C(C(=O)NC=2C=C(N(C)CC3=CN=CN3C(=O)OC(C)(C)C)C=CC2)C=CC=C1 tert-butyl 5-[[3-[(2-fluorobenzoyl)amino]-N-methyl-anilino]methyl]imidazole-1-carboxylate